5-(4-Methylpiperazin-1-yl-2,2,3,3,5,5,6,6-d8)-1H-benzo[d]imidazole CN1C(C(N(C(C1([2H])[2H])([2H])[2H])C1=CC2=C(NC=N2)C=C1)([2H])[2H])([2H])[2H]